CN1C(=NC2=C1C=C(C=C2C)C2=CC=C(C=C2)CN2C[C@@H]1CN(C[C@@H]1C2)C)C2=CC=C(C=C2)S(=O)(=O)C 1,4-Dimethyl-6-(4-((cis-5-methylhexahydropyrrolo[3,4-c]pyrrol-2(1H)-yl)methyl)phenyl)-2-(4-(methylsulfonyl)phenyl)-1H-benzo[d]imidazol